nonadecylcarboxylic acid C(CCCCCCCCCCCCCCCCCC)C(=O)O